FC1(CC(C1)(C)CN1N=C(C=C1C(=O)OCC)C12C(C(C1)C2)(F)F)F ethyl 1-((3,3-difluoro-1-methylcyclobutyl)methyl)-3-(2,2-difluorobicyclo[1.1.1]pentan-1-yl)-1H-pyrazole-5-carboxylate